3-(4-chlorophenyl)-1-[3-(1H-imidazol-2-yl)phenyl]Urea ClC1=CC=C(C=C1)NC(NC1=CC(=CC=C1)C=1NC=CN1)=O